C(C1=CC(=CC(=C1O)C1(CCCCC1)C)C)C1=CC(=CC(=C1O)C1(CCCCC1)C)C 2,2'-methylene-bis-(6-(1-methyl-cyclohexyl)-para-cresol)